(R)-6-(1,5-dimethyl-1H-pyrazol-4-yl)-4-(1-(5-fluoropyridin-2-yl)eth-oxy)pyrazolo[1,5-a]pyridine-3-carbonitrile CN1N=CC(=C1C)C=1C=C(C=2N(C1)N=CC2C#N)O[C@H](C)C2=NC=C(C=C2)F